trimethylolpropane tris[2-aziridinyl butyrate] N1(CC1)C(C(=O)O)CC.N1(CC1)C(C(=O)O)CC.N1(CC1)C(C(=O)O)CC.C(O)C(CC)(CO)CO